5-methoxy-1-methyl-1H-indol COC=1C=C2C=CN(C2=CC1)C